FC(C=1C(=C(C=CC1)[C@@H](C)C=1N=C(C2=C(N1)C=NC(C2)([2H])N2[C@H](CNCC2)C)N)F)F ((R)-1-(3-(difluoromethyl)-2-fluorophenyl)ethyl)-6-((S)-2-methylpiperazin-1-yl)pyrido[3,4-d]pyrimidin-4-amine-6-d